C(C)N1C2=C(C=C1C=O)C=CS2 6-ethyl-6H-thieno[2,3-b]pyrrole-5-formaldehyde